N-mercapto-3-butyrylaminopyrrole SN1C=C(C=C1)NC(CCC)=O